C(#N)C1=C(C=CC=C1)N1CCN(CC1)C([C@H](CO)NC(=O)NC=1N=C(SC1)C#C)=O (S)-1-(1-(4-(2-Cyanophenyl)piperazin-1-yl)-3-hydroxy-1-oxopropan-2-yl)-3-(2-ethynylthiazol-4-yl)urea